[1,3-bis[2,6-bis(1-ethylpropyl)phenyl]-4,5-dichloro-1,3-dihydro-2H-imidazol-2-ylidene]palladium C(C)C(CC)C1=C(C(=CC=C1)C(CC)CC)N1C(N(C(=C1Cl)Cl)C1=C(C=CC=C1C(CC)CC)C(CC)CC)=[Pd]